NC=1C=NN(C1N)CC(O)O 4,5-diamino-1-(2-hydroxy-hydroxyethyl)-pyrazole